C(C)(C)(C)N(C(O)=O)C1=CC(=C(C=C1)C#N)OCC1=CC=CC=C1.OCC1=C2C(C(N(C2=CC=C1)C)=O)(CC(C=1C=C(C=CC1)C)=O)C (hydroxymethyl)-1,3-dimethyl-3-(2-oxo-2-(m-tolyl)ethyl)indol-2-one tert-butyl-(3-(benzyloxy)-4-cyanophenyl)carbamate